C1(CCCCC1)C1=CC(=CC(=N1)N1N=CC=2C(=NC(=CC21)C=2C=NC=CC2OC)C)N2[C@@H]([C@H](C2)CS(=O)(=O)C)C 1-(6-Cyclohexyl-4-((2R,3S)-2-methyl-3-((methylsulfonyl)methyl)azetidin-1-yl)pyridin-2-yl)-6-(4-methoxypyridin-3-yl)-4-methyl-1H-pyrazolo[4,3-c]pyridine